COC=1C=C(CN(C2=NC=C(C=C2)OCCN2CCOCC2)CC2=CC=C(C=C2)N2CCOCC2)C=CC1 N-(3-methoxybenzyl)-N-(4-morpholinophenylmethyl)-5-(2-morpholinoethoxy)pyridin-2-amine